NC1=NC=C(C=N1)C=1C=C2C(=NC=NC2=CC1)NC(C)C1=CC=C(C=C1)F 6-(2-aminopyrimidin-5-yl)-N-(1-(4-fluorophenyl)ethyl)quinazolin-4-amine